6-methyl-benzene-6-butanetriol CC1(C=CC=CC1)CCCC(O)(O)O